2-ethoxycarbonyl-3,4-dimethoxycarbonyl-6-fluoroquinoline C(C)OC(=O)C1=NC2=CC=C(C=C2C(=C1C(=O)OC)C(=O)OC)F